C(C1=CC=CC=C1)C=1N(C=2C(=C3CC[C@@H](N(C3=CC2)C(=O)OC)C)N1)[C@@H]1CCCOC1 (2S,5R)-5-[(7S)-2-Benzyl-6-(methoxycarbonyl)-7-methyl-3H,6H,7H,8H,9H-imidazo[4,5-f]chinolin-3-yl]oxan